NCC=1C=C(C=CC1)C1=CC2=C(SC(=C2COC2=C(C=CC=C2)CC(=O)OCC)C(=O)OCC)C=C1 ethyl 5-(3-(aminomethyl)phenyl)-3-((2-(2-ethoxy-2-oxoethyl)phenoxy)methyl)benzo[b]thiophene-2-carboxylate